N,N'-bis[3-(trimethyloxysilyl)propyl]ethylenediamine CO[Si](CCCNCCNCCC[Si](OC)(OC)OC)(OC)OC